C(O)C(C(=O)O)CO 2,2-dimethylolacetic acid